1-(2,6-dichlorobenzoyl)-3-[3-[[ethyl(methyl)sulfamoyl]amino]-2,6-difluoro-benzoyl]-5-[2-(4-oxo-1-piperidyl)pyrimidin-5-yl]pyrrolo[2,3-b]pyridine ClC1=C(C(=O)N2C=C(C=3C2=NC=C(C3)C=3C=NC(=NC3)N3CCC(CC3)=O)C(C3=C(C(=CC=C3F)NS(N(C)CC)(=O)=O)F)=O)C(=CC=C1)Cl